ClC=1C(=CC(=C(C1)N1C(N(N=C1)C=1N=CSC1)=O)OC)OC (5-chloro-2,4-dimethoxyphenyl)-2-(thiazol-4-yl)-2,4-dihydro-3H-1,2,4-triazol-3-one